5-methylphenylsulfonyloxy-imino-5H-thiophen-2-ylidene-(2-methylphenyl)acetonitrile CC=1C=CC=C(C1)S(=O)(=O)ON=C1C(SCC1)=C(C#N)C1=C(C=CC=C1)C